4-(tert-butylcarbonyl)-aminophenylboronic acid C(C)(C)(C)C(=O)C1=CC(=C(C=C1)B(O)O)N